BrC=1C=CC(=NC1OC[C@H]1[C@H](C1)CO[Si](C)(C)C(C)(C)C)C(=O)O |r| (rac)-cis-5-bromo-6-((2-(((tert-butyldimethylsilyl)oxy)methyl)cyclopropyl)methoxy)picolinic acid